2-oxoglutaric acid disodium salt [Na+].[Na+].O=C(C(=O)[O-])CCC(=O)[O-]